6-cyclopropanecarbonyl-2-{[3-(4-fluorophenyl)-5-methyl-1,2-oxazol-4-yl]methoxy}-5,6,7,8-tetrahydro-1,6-naphthyridine C1(CC1)C(=O)N1CC=2C=CC(=NC2CC1)OCC=1C(=NOC1C)C1=CC=C(C=C1)F